C(CCCCCCCCCCCCCCC)C1=C(C=C(C=C1O)C)O 2-Hexadecyl-5-methylbenzene-1,3-diol